CN(S(=O)(=O)C1=CC(=CC=C1)NC1=C2C(=NC3=CC=NC=C13)N1C(=N2)C=NC=C1)C N,N-dimethyl-3-(pyrazino[6',1':2,3]imidazo[4,5-b][1,6]naphthyridin-12-ylamino)benzenesulfonamide